BrC=1N=C2N(N1)C(CC2O)C2=C(C(=CC=C2F)F)F 2-bromo-5-(2,3,6-trifluorophenyl)-6,7-dihydro-5H-pyrrolo[1,2-b][1,2,4]triazol-7-ol